C12CCCC(CCC1)C2 (1s,5s)-bicyclo[3.3.1]Nonane